C(CCC\C=C/C\C=C/C\C=C/C\C=C/CCCCC)OC[C@@H](OCCCC\C=C/C\C=C/C\C=C/C\C=C/CCCCC)COP(=O)(O)OCC[N+](C)(C)C 1,2-Diarachidonyl-sn-glycero-3-phosphorylcholine